C(C)C=1N(C=2N(C(C1N1CCNCC1)=O)N=C(N2)C=2COCCCC2)CC(=O)NC2=C(C=C(C=C2)S(F)(F)(F)(F)F)C 2-(5-ethyl-7-oxo-6-(piperazin-1-yl)-2-(2,5,6,7-tetrahydrooxepin-3-yl)-[1,2,4]triazolo[1,5-a]pyrimidin-4(7H)-yl)-N-(2-methyl-4-(pentafluoro-λ6-sulfaneyl)phenyl)acetamide